COC(=O)C=1C=2C=CN(C2C=C(C1)Br)COCC[Si](C)(C)C.OC1CCN(CC1)C(=O)C1=C(N=C(S1)C1=C(C(=C(C(=C1)F)F)O)F)C (4-Hydroxypiperidin-1-yl)(4-methyl-2-(2,4,5-trifluoro-3-hydroxyphenyl)thiazol-5-yl)methanone methyl-6-bromo-1-(2-trimethylsilylethoxymethyl)indole-4-carboxylate